4-((6-(acryloyloxy)octyl)oxy)benzoic acid C(C=C)(=O)OC(CCCCCOC1=CC=C(C(=O)O)C=C1)CC